(6-((2-((4-(4-cyclopentylpiperazin-1-yl)-2-methoxy-5-(1-methyl-1H-pyrazol-4-yl)phenyl)amino)-7H-pyrrolo[2,3-d]pyrimidin-4-yl)amino)quinoxalin-5-yl)dimethylphosphine oxide C1(CCCC1)N1CCN(CC1)C1=CC(=C(C=C1C=1C=NN(C1)C)NC=1N=C(C2=C(N1)NC=C2)NC=2C(=C1N=CC=NC1=CC2)P(C)(C)=O)OC